butanoic acid fluoromethyl ester FCOC(CCC)=O